1-(2-bromophenyl)-2-oxo-7-(trifluoromethyl)-1,2-dihydroquinoline-3-carboxylate BrC1=C(C=CC=C1)N1C(C(=CC2=CC=C(C=C12)C(F)(F)F)C(=O)[O-])=O